tert-butyl 9-(piperidin-4-ylmethyl)-3,9-diazaspiro[5.5]undecane-3-carboxylate N1CCC(CC1)CN1CCC2(CCN(CC2)C(=O)OC(C)(C)C)CC1